N-tert-butyl-2-[methyl(2-[5-[2-(oxan-2-yloxy)ethoxy]pyridin-2-yl]-5H,6H,7H-cyclopenta[d]pyrimidin-4-yl)amino]acetamide C(C)(C)(C)NC(CN(C=1C2=C(N=C(N1)C1=NC=C(C=C1)OCCOC1OCCCC1)CCC2)C)=O